NC1=NC(=C2N=CN(C2=N1)[C@H]1C[C@@H]([C@H](O1)COCP(OCC)(OCC)=O)O)S diethyl ((((2R,3S,5R)-5-(2-amino-6-mercapto-9H-purin-9-yl)-3-hydroxytetrahydrofuran-2-yl)methoxy)methyl)phosphonate